ClC=1C(=NC=CC1)C1(CC(C1)(C)C)CN (1-(3-chloropyridin-2-yl)-3,3-dimethylcyclobutyl)methylamine